2-((7-methyl-5-(methylsulfonyl)-1H-indol-4-yl)methyl)-2H-pyrazolo[4,3-b]-pyridine-6-carbonitrile CC=1C=C(C(=C2C=CNC12)CN1N=C2C(N=CC(=C2)C#N)=C1)S(=O)(=O)C